4-methyl-1-((2-methylthiazol-4-yl)methyl)pyridin CC1=CCN(C=C1)CC=1N=C(SC1)C